O1CCC=2C1=NC=CC2 3H-furo[2,3-b]pyridine